1-benzyl 3-ethyl 5-fluoropiperidine-1,3-dicarboxylate FC1CC(CN(C1)C(=O)OCC1=CC=CC=C1)C(=O)OCC